tert-butyl 4-(4-cyano-2-methyl-5-((2-(trifluoromethyl)pyridin-3-yl)methoxy)benzofuran-3-carboxamido)-3,3-difluoropiperidine-1-carboxylate C(#N)C1=C(C=CC2=C1C(=C(O2)C)C(=O)NC2C(CN(CC2)C(=O)OC(C)(C)C)(F)F)OCC=2C(=NC=CC2)C(F)(F)F